C1(=CC=CC=C1)[C@H]1N(OCC1)C1=NC(=NC=C1C(F)(F)F)NC1=NC=2CCN(CC2C=C1)C(=O)OC(C)(C)C tert-butyl 2-[[4-[(3S)-3-phenylisoxazolidin-2-yl]-5-(trifluoromethyl)pyrimidin-2-yl]amino]-7,8-dihydro-5H-1,6-naphthyridine-6-carboxylate